Bis-(beta-hydroxyethyl) terephthalate C(C1=CC=C(C(=O)OCCO)C=C1)(=O)OCCO